((tert-butyldiphenylsilyl)oxy)-2,2-dimethylpropan-1-one [Si](C1=CC=CC=C1)(C1=CC=CC=C1)(C(C)(C)C)OC(C(C)(C)C)=O